6-[4-[acetyl(cyclopropylmethyl)amino]-3-chloro-phenyl]-N-(pyridazin-3-ylmethyl)pyridine-3-carboxamide C(C)(=O)N(C1=C(C=C(C=C1)C1=CC=C(C=N1)C(=O)NCC=1N=NC=CC1)Cl)CC1CC1